N-(5-bromo-4-((2-(1,1-difluoroethyl)pyrimidin-4-yl)amino)pyridin-2-yl)acetamide BrC=1C(=CC(=NC1)NC(C)=O)NC1=NC(=NC=C1)C(C)(F)F